ClC1=NC(=C2N=CN(C2=N1)S(=O)(=O)N(CC)CC)Cl 2,6-dichloro-N,N-diethyl-9H-purine-9-sulfonamide